[Cl-].C1(CC1)C=1C=C2C=C(N(C2=CC1OCC=1N=CSC1)S(=O)(=O)C1=CC=C(C)C=C1)C[NH3+] (5-cyclopropyl-6-(thiazol-4-ylmethoxy)-1-tosyl-1H-indol-2-yl)methanaminium chloride